NC1C[C@@H]2[C@@H](CN(C2)C(=O)OC(C)(C)C)C1 (3aR,5r,6aS)-tert-butyl 5-aminohexahydrocyclopenta[c]pyrrole-2(1H)-carboxylate